N1C=NC2=C1C=CC(=C2)N2C(NCC2C2=C(C=C(C=C2)C(F)(F)F)F)=O 1-(1H-benzo[d]imidazol-5-yl)-5-(2-fluoro-4-(trifluoromethyl)phenyl)imidazolidin-2-one